(E)-1-bromo-3,5,6-trimethyl-2,5-heptadiene BrC\C=C(\CC(=C(C)C)C)/C